(E)-1-(4-(3,5-dimethoxystyryl)phenoxy)-3-(piperidin-1-yl)propan-2-ol COC=1C=C(/C=C/C2=CC=C(OCC(CN3CCCCC3)O)C=C2)C=C(C1)OC